benzyl (2-(((2R,3S)-3-(((tert-butyldimethylsilyl)oxy)methyl)oxiran-2-yl)methoxy)-5-fluoro-4-thiomorpholinophenyl)carbamate [Si](C)(C)(C(C)(C)C)OC[C@H]1[C@H](O1)COC1=C(C=C(C(=C1)N1CCSCC1)F)NC(OCC1=CC=CC=C1)=O